(2-chlorophenyl)(4,4-difluoropiperidin-1-yl)methanone ClC1=C(C=CC=C1)C(=O)N1CCC(CC1)(F)F